8-bromo-3,4-dihydro-quinolone BrC=1C=CC=C2CCC(NC12)=O